N-(cyclohexylmethyl)decane-1,10-diamine C1(CCCCC1)CNCCCCCCCCCCN